CN1C(NC=C(C1=O)C)=O methyl-(3H)-thymine